C(#N)C1=CC(=C(OCC2=CC=CC(=N2)OC2CCN(CC2)CC2=NC3=C(N2CC2=CN=CN2CC)C=C(C=C3)C(=O)O)C=C1)F 2-((4-((6-((4-cyano-2-fluorophenoxy)methyl)pyridin-2-yl)oxy)piperidin-1-yl)methyl)-1-((1-ethyl-1H-imidazol-5-yl)methyl)-1H-benzo[d]imidazole-6-carboxylic acid